(6aR)-8-acryloyl-4-chloro-3-(3-chloro-6-fluoro-2-hydroxyphenyl)-1-((S)-2,4-dimethylpiperazin-1-yl)-6,6a,7,8,9,10-hexahydro-12H-pyrazino[2,1-c]pyrido[3,4-f][1,4]oxazepin-12-one C(C=C)(=O)N1C[C@@H]2COC3=C(C(N2CC1)=O)C(=NC(=C3Cl)C3=C(C(=CC=C3F)Cl)O)N3[C@H](CN(CC3)C)C